FC1(C[C@H](N(C1)C)[C@H](C)O)F (1S)-1-[(2S)-4,4-difluoro-1-methylpyrrolidin-2-yl]ethan-1-ol